FC1=C(C(=O)N([C@H]2CNCCC2)C2=NC=CC3=C2C=C(S3)C#CCO)C=CC(=C1)C=1N=NN(C1)C (R)-2-fluoro-N-(2-(3-hydroxyprop-1-yn-1-yl)thieno[3,2-c]pyridin-4-yl)-4-(1-methyl-1H-1,2,3-triazol-4-yl)-N-(piperidin-3-yl)benzamide